6-(5-amino-1-methyl-pyrazol-4-yl)-4-[(1R)-1-(5-fluoro-2-pyridyl)ethoxy]pyrazolo[1,5-a]pyridine-3-carbonitrile NC1=C(C=NN1C)C=1C=C(C=2N(C1)N=CC2C#N)O[C@H](C)C2=NC=C(C=C2)F